S(=O)=C1S(=O)(=O)CCC1 sulfinyl-(sulfolane)